ClC1=C(C=CC(=C1)OCC)C=1C=C2CC([C@H](C2=CC1)NC(O[C@@H]1CN2CCC1CC2)=O)(C)C (S)-quinuclidin-3-yl ((R)-5-(2-chloro-4-ethoxyphenyl)-2,2-dimethyl-2,3-dihydro-1H-inden-1-yl)carbamate